C1(=CC=CC=C1)C1=C2C=CC=CC2=C(C2=C(C3=CC=CC=C3C(=C12)C1=CC=CC=C1)C1=CC=CC=C1)C1=CC=CC=C1 5,6,11,12-TETRAPHENYLTETRACENE